3-hydroxyoxetane-3-carboxylic acid OC1(COC1)C(=O)O